(S)-3-(1-Ethyl-4-fluoro-1H-benzo[d][1,2,3]triazol-5-yl)-3-(3-(((R)-2-ethyl-9-fluoro-2,3-dihydrobenzo[f][1,4]oxazepin-4(5H)-yl)methyl)-4-methylphenyl)propanoic acid C(C)N1N=NC2=C1C=CC(=C2F)[C@@H](CC(=O)O)C2=CC(=C(C=C2)C)CN2C[C@H](OC1=C(C2)C=CC=C1F)CC